acetic acid (S)-1-{4-[4-(6-fluoro-2-oxo-1,2-dihydro-quinolin-3-yl)-[1,2,3]triazol-1-yl]-benzoyl}-pyrrolidin-3-yl ester FC=1C=C2C=C(C(NC2=CC1)=O)C=1N=NN(C1)C1=CC=C(C(=O)N2C[C@H](CC2)OC(C)=O)C=C1